4-phenoxy-2,6-diisopropylaniline O(C1=CC=CC=C1)C1=CC(=C(N)C(=C1)C(C)C)C(C)C